N-(3-(2,6-dioxopiperidin-3-yl)benzofuran-5-yl)-8-morpholinooctanoamide O=C1NC(CCC1C1=COC2=C1C=C(C=C2)NC(CCCCCCCN2CCOCC2)=O)=O